(S)-6-(cyclopropanecarboxamido)-N-methoxy-4-((2,4,5-trimethyl-4,5-dihydro-[1,2,4]triazolo[1,5-a]quinoxalin-6-yl)amino)pyridazine-3-carboxamide C1(CC1)C(=O)NC1=CC(=C(N=N1)C(=O)NOC)NC1=C2N([C@H](C=3N(C2=CC=C1)N=C(N3)C)C)C